ClCC=1C=C(OC2=NC=CC=N2)C=CC1 2-(3-chloromethyl-phenoxy)-pyrimidine